CC1=C(C(=O)OC(C)C2=C(C=C(C=C2)F)C)C=CC(=C1)C(=O)C1=NC(=C2N1C=CC=C2)C2=CC=CC=C2 1-(4-fluoro-2-methylphenyl)ethan-1-ol methyl-4-(1-phenylimidazo[1,5-a]pyridine-3-carbonyl)benzoate